5-bromo-3-ethylpyrazin-2-amine BrC=1N=C(C(=NC1)N)CC